FC=1C=NN2C1C(NC1=C(C(=CC=C21)CN2CC=1C(CC2)=NN(C1)C=1C=CC(=NC1)C(=O)NC)F)=O 5-(5-((3,6-difluoro-4-oxo-4,5-dihydropyrazolo[1,5-a]quinoxalin-7-yl)methyl)-4,5,6,7-tetrahydro-2H-pyrazolo[4,3-c]pyridin-2-yl)-N-methylpicolinamide